S1C2=C(C=C1)C(=CC=C2)N2CCN(CC2)CCCCOC2=CC=C1C(CC(N(C1=C2)COC(C(CCCCC)CCCCC)=O)=O)(C)C 2-Pentyl-heptanoic acid 7-[4-(4-benzo[b]thiophen-4-ylpiperazin-1-yl)butoxy]-4,4-dimethyl-2-oxo-3,4-dihydro-2H-quinolin-1-ylmethyl ester